Cl.Cl.N1N=C(C2=CC=CC=C12)C(C#N)=C1CCNCC1 2-(1H-indazol-3-yl)-2-(piperidin-4-ylidene)acetonitrile dihydrochloride